2-Bromo-4-(1H-imidazol-1-yl)aniline BrC1=C(N)C=CC(=C1)N1C=NC=C1